ClC=1C=C2CC3(C=NC4=C(O3)C=CC3=CC=C(C=C34)O)N(C2=CC1)C 5-chloro-9'-hydroxy-1-methyl-spiro[indoline-2,3'-(3H)-naphtho(2,1-b)-1,4-oxazine]